N[C@@H]1C[C@H](C1)NC(OC(C)(C)C)=O Tert-butyl trans-3-amino-1-cyclobutylcarbamate